BrC1=CC(=NN1C1=C(C=C(C=C1C)C)C)N1C(=CC=C1C)C 5-bromo-3-(2,5-dimethyl-1H-pyrrol-1-yl)-1-(2,4,6-trimethylphenyl)-1H-pyrazole